1-(2-aminoacetyl)-4-benzoylaminopyrrolidine-2-carboxylic acid NCC(=O)N1C(CC(C1)NC(C1=CC=CC=C1)=O)C(=O)O